[Mn].OC(=O)CCCC[C@@H]1SC[C@@H]2NC(=O)N[C@H]12 biotin manganese